6-methyl-N-(4-(4-(methylsulfonyl)piperazin-1-yl)phenyl)quinoline-8-carboxamide CC=1C=C2C=CC=NC2=C(C1)C(=O)NC1=CC=C(C=C1)N1CCN(CC1)S(=O)(=O)C